S1C=NC=C1C1=CC=C(C=N1)CC=1OC=C(N1)C(=O)OCC ethyl 2-((6-(thiazol-5-yl)pyridin-3-yl)methyl)oxazole-4-carboxylate